C(C)(C)(C)C1=C(C=CC(=C1)C)O 2-tert.-Butyl-4-methylphenol